benzylphenyl dithioformate C(=S)SC1=C(C=CC=C1)CC1=CC=CC=C1